FC=1C=C(C=CC1)C1=CC=2C3=C(C=NC2C=C1)N(C(N3C=3C(=CC(=C(C#N)C3)N3CCN(CC3)C)C)=N)C 5-(8-(3-Fluorophenyl)-2-imino-3-methyl-2,3-dihydro-1H-imidazo[4,5-c]quinolin-1-yl)-4-methyl-2-(4-methylpiperazin-1-yl)benzonitrile